7-(decahydronaphthalen-1-yl)-2-((((S)-1-methylpyrrolidin-2-yl)methoxy)-5,6,7,8-tetrahydropyrido[3,4-d]pyrimidin-4-yl)piperazine-1-carboxylic acid C1(CCCC2CCCCC12)N1CC=2N=C(N=C(C2CC1)C1N(CCNC1)C(=O)O)OC[C@H]1N(CCC1)C